tetrahydro-6-(hydroxymethyl)-2H-pyran-3,4,5-triol OCC1C(C(C(CO1)O)O)O